N[C@H]1CC=CC[C@@H]1C1=C(C2=NC(=CC(=C2S1)NCC=1SC=CC1)Cl)Cl 2-((1S,6S)-6-aminocyclohex-3-en-1-yl)-3,5-dichloro-N-(thiophen-2-ylmethyl)thieno[3,2-b]pyridin-7-amine